O1CCC1CCCN 3-(oxetan-4-yl)propan-1-amine